1-(4-(4-amino-7-cyclopropyl-7H-pyrrolo[2,3-d]pyrimidin-5-yl)-2-fluorophenyl)-3-(4-((6-methyl-2,6-diazaspiro[3.3]heptan-2-yl)methyl)-3-(trifluoromethyl)phenyl)urea NC=1C2=C(N=CN1)N(C=C2C2=CC(=C(C=C2)NC(=O)NC2=CC(=C(C=C2)CN2CC1(C2)CN(C1)C)C(F)(F)F)F)C1CC1